methyl 3-[5-[(3R)-3-amino-5-[(4-chlorophenyl)methyl]-8-fluoro-1,1,4-trioxo-2,3-dihydro-1lambda6,5-benzothiazepin-7-yl]-1,3,4-oxadiazol-2-yl]piperidine-1-carboxylate N[C@H]1CS(C2=C(N(C1=O)CC1=CC=C(C=C1)Cl)C=C(C(=C2)F)C2=NN=C(O2)C2CN(CCC2)C(=O)OC)(=O)=O